(4aR)-8-((2,6-dioxopiperidin-3-yl)amino)-1,2,4a,5-tetrahydrobenzo[b]pyrazin O=C1NC(CCC1NC=1C=CC[C@@H]2C1NCC=N2)=O